4-Acetyl-7-fluoroisoquinolin-1(2H)-one C(C)(=O)C1=CNC(C2=CC(=CC=C12)F)=O